(3R)-3-[(1S)-1-[(2-bromo-4-cyanophenyl)methyl]-2-tert-butoxy-2-oxoethyl]pyrrolidine-1-carboxylic acid tert-butyl ester C(C)(C)(C)OC(=O)N1C[C@H](CC1)[C@@H](C(=O)OC(C)(C)C)CC1=C(C=C(C=C1)C#N)Br